(2S)-3-(3,4-dihydroxyphenyl)-2-hydrazino-2-methylpropanoic acid OC=1C=C(C=CC1O)C[C@](C(=O)O)(C)NN